C(#N)C1(CC1)CC=1C=C(C=CC1)C(C(=O)O)(CCCC(CS(=O)(=O)CCO)(C)C)C 2-(3-((1-cyanocyclopropyl)methyl)phenyl)-7-((2-hydroxyethyl)sulfonyl)-2,6,6-trimethylheptanoic acid